((3-Amino-2-fluorophenyl)carbamoyl)-4-chloro-2-fluorobenzamide NC=1C(=C(C=CC1)NC(=O)C=1C(=C(C(=O)N)C=CC1Cl)F)F